(S)-2-methylpent-4-en-1-sulfonamide C[C@H](CS(=O)(=O)N)CC=C